1-methyl-4-(trifluoro-methyl)-1H-pyrazole-5-carbaldehyde CN1N=CC(=C1C=O)C(F)(F)F